C(CCCC)O[Si](O[SiH](C)C)(C)C 1-pentoxy-1,1,3,3-tetramethyldisiloxane